COC1=C(C=C2C(=NC(=NC2=C1)C)NC(C)C=1C=CC=C(C#N)C1)OCCOC 5-(1-((7-methoxy-6-(2-methoxyethoxy)-2-methylquinazolin-4-yl)amino)ethyl)benzonitrile